OCCN(C1=CC=C(C=C1)N)CCO N,N-bis(β-hydroxyethyl)-p-phenylenediamine